Isopropyl (1S,3S)-3-((2-methyl-6-(3-methyl-4-(((tetrahydro-2H-pyran-2-yl)oxy)methyl) isoxazol-5-yl)pyridin-3-yl)oxy)cyclohexane-1-carboxylate CC1=NC(=CC=C1O[C@@H]1C[C@H](CCC1)C(=O)OC(C)C)C1=C(C(=NO1)C)COC1OCCCC1